C(/C1=CC=CC=C1)=N\C(C(=O)OC(C)C)C isopropyl (E)-2-(benzylideneamino)propanoate